O1CSC2=C1C=C(C=C2)C2=CC(=C(OCC1CCN(CC1)C1=NC=C(C=N1)OC)C=C2)F 2-(4-((4-(benzo[d][1,3]oxathiolan-6-yl)-2-fluorophenoxy)methyl)piperidin-1-yl)-5-methoxypyrimidine